C(C)C(CCCC=CC=C)CC=C(CCCCCCC)C(=C)C 8-ethyl-11-isopropenyloctadecadiene-10-ene